C(C)N(C(=O)C=1N=C(NC1)[C@H]1N(C[C@@H](C1)O)C(=O)OC(C)(C)C)CC1=CC=C(C=C1)C1=C(N=CS1)C tert-butyl (2S,4R)-2-[4-[ethyl-[[4-(4-methyl-1,3-thiazol-5-yl)phenyl]methyl]carbamoyl]-1H-imidazol-2-yl]-4-hydroxypyrrolidine-1-carboxylate